COC1=C(C=O)C=C2C(=C1OC)OCO2 2,3-dimethoxy-4,5-methylenedioxybenzaldehyde